4-{[(5'S,7a'R)-3'-oxo-5'-phenyltetrahydro-3'H-spiro[cyclobutane-1,2'-pyrrolo[2,1-b][1,3]oxazol]-3-yl]oxy}benzonitrile O=C1N2[C@H](OC13CC(C3)OC3=CC=C(C#N)C=C3)CC[C@H]2C2=CC=CC=C2